2'-(difluoromethyl)-5'-methoxy-5-(1-methyl-1H-pyrazol-3-yl)-[3,4'-bipyridine]-2-carboxylic acid methyl ester COC(=O)C1=NC=C(C=C1C1=CC(=NC=C1OC)C(F)F)C1=NN(C=C1)C